(2S)-2-(3-Aminopropyl)-5-(2,5-difluorophenyl)-N-methoxy-N-methyl-2-phenyl-1,3,4-thiadiazol-3(2H)-carboxamid NCCC[C@]1(SC(=NN1C(=O)N(C)OC)C1=C(C=CC(=C1)F)F)C1=CC=CC=C1